C(C(C)C)C1=NN(C=C1)C 3-isobutyl-1-methyl-1H-pyrazol